2-(3-chloro-2-oxopropyl)pyrrolidine-1,2-dicarboxylate ClCC(CC1(N(CCC1)C(=O)[O-])C(=O)[O-])=O